ClCC(CC1=C(C=CC=C1)Cl)(O)C1(CC1)Cl 1-chloro-2-(1-chlorocyclopropyl)-3-(2-chlorophenyl)propan-2-ol